(2S,4R)-4-((4-bromo-2-((2R,6S)-2,6-dimethylmorpholin-4-carbonyl)-6-nitrophenyl)amino)-N-(2-chloropyrimidin-4-yl)-1-(5-(methylamino)nicotinoyl)pyrrolidine-2-formamide BrC1=CC(=C(C(=C1)[N+](=O)[O-])N[C@@H]1C[C@H](N(C1)C(C1=CN=CC(=C1)NC)=O)C(=O)NC1=NC(=NC=C1)Cl)C(=O)N1C[C@H](O[C@H](C1)C)C